C1(CC1)N1CCC(CC1)(O)C1=CC=C(C=C1)C1=CC2=C(C(=N1)C)C=C(N2C)C2=CC=C(C=C2)S(=O)(=O)C cyclopropyl-4-(4-(1,4-dimethyl-2-(4-(methylsulfonyl)phenyl)-1H-pyrrolo[3,2-c]pyridin-6-yl)phenyl)piperidin-4-ol